(S)-5-((S)-Chloro-6-fluoro-2-(((2-hydroxyethyl)amino)methyl)-2-phenyl-2,3-dihydrobenzofuran-4-yl)-4-fluoroindoline-6-carboxamide Cl[C@@H]1[C@](OC2=C1C(=CC(=C2)F)C=2C(=C1CCNC1=CC2C(=O)N)F)(C2=CC=CC=C2)CNCCO